C(C)(C)(C)OC(NC=1C=C2CCCOC2=C(C1)O)=O (8-Hydroxychroman-6-yl)carbamic acid tert-butyl ester